N(=[N+]=[N-])CC1=CNC2=CC=C(C=C12)F 3-(azidomethyl)-5-fluoro-1H-indole